C(C)(C)N[C@@H](CC1=CC=CC=C1)C(=O)O isopropyl-phenylalanine